FC=1C(=C(C=CC1F)[C@@H]1[C@H](O[C@]([C@@H]1C)(C(F)(F)F)C)C(=O)NC1=CC(=[N+](C=C1)[O-])C(=O)N)OC([2H])([2H])[2H] 4-[[(2S,3R,4R,5R)-3-[3,4-Difluoro-2-(trideuteriomethoxy)phenyl]-4,5-dimethyl-5-(trifluoromethyl)tetrahydrofuran-2-carbonyl]amino]-1-oxido-pyridin-1-ium-2-carboxamid